N1N=NN=C1C1=CC=C(C=C1)NC(CCCN1C(S\C(\C1=O)=C/C1=CC(=C(C=C1)C)C)=O)=O (Z)-N-(4-(1H-tetrazol-5-yl)phenyl)-4-(5-(3,4-dimethylbenzylidene)-2,4-dioxothiazolidin-3-yl)butanamide